Methyl 5-iodo-2,4-dimethylbenzoate IC=1C(=CC(=C(C(=O)OC)C1)C)C